5-(4-Chloro-2-methyl-2H-indazol-5-yl)-2-[(1S,6R)-3,9-diazabicyclo[4.2.1]nonan-9-yl]-3-methyl-3H,4H,7H-pyrrolo[2,3-d]pyrimidin-4-one ClC=1C2=CN(N=C2C=CC1C1=CNC=2N=C(N(C(C21)=O)C)N2[C@@H]1CNCC[C@H]2CC1)C